CC=1C(=C2C=NN(C2=CC1)C1OCCCC1)B(O)O (5-methyl-1-(tetrahydro-2H-pyran-2-yl)-1H-indazol-4-yl)boronic acid